benzyl 2-benzyl-3-oxo-3,4-dihydropyrazine-1(2H)-carboxylate C(C1=CC=CC=C1)C1N(C=CNC1=O)C(=O)OCC1=CC=CC=C1